C[Si](C)(C)[Si](CCCCCCCCCCCOC1=CC=C(C=C1)O)([Si](C)(C)C)[Si](C)(C)C 4-((11-(tris(trimethylsilyl)silyl)undecyl)oxy)phenol